benzyl (2S,4R)-4-(methoxymethyl)pyrrolidine-2-carboxylate hydrochloride Cl.COC[C@@H]1C[C@H](NC1)C(=O)OCC1=CC=CC=C1